3,9-bis[2-(3-(3-tert-butyl-4-hydroxy-5-methylphenyl)propionyloxy)-1,1-dimethylethoxy]-2,4,8,10-tetraoxaspiro[5.5]undecane C(C)(C)(C)C=1C=C(C=C(C1O)C)CCC(=O)OCC(OC1OCC2(CO1)COC(OC2)OC(COC(CCC2=CC(=C(C(=C2)C)O)C(C)(C)C)=O)(C)C)(C)C